methyl-(4-(diphenylamino) phenyl)-5,8-dimethyl-1,6-naphthyridine-7-carboxylate CC=1C(=NC2=C(C(=NC(=C2C1)C)C(=O)[O-])C)C1=CC=C(C=C1)N(C1=CC=CC=C1)C1=CC=CC=C1